N-(7-(difluoromethyl)-4,4-diethyl-4H-chromeno[4,3-d]thiazol-2-yl)-4,6-dimethoxypyrimidine-5-carboxamide FC(C=1C=CC2=C(C1)OC(C1=C2N=C(S1)NC(=O)C=1C(=NC=NC1OC)OC)(CC)CC)F